C(C)OC(=O)C=1N=CC=2CN(CCC2C1)C1=CC(=C(C=C1)Cl)OC 7-(4-chloro-3-methoxyphenyl)-5,6,7,8-tetrahydro-2,7-naphthyridine-3-carboxylic acid ethyl ester